2-pentyl-6-nitro-2H-benzo[e][1,3]oxazin-4(3H)-one C(CCCC)C1OC2=C(C(N1)=O)C=C(C=C2)[N+](=O)[O-]